Tert-butyl (((2S*,4S*)-4-(2-((2-((tert-butoxycarbonyl)amino)ethyl)amino)-6-fluorophenyl)-5-chloro-2-phenyl-2,3-dihydrobenzofuran-2-yl)methyl)carbamate C(C)(C)(C)OC(=O)NCCNC1=C(C(=CC=C1)F)C1=C(C=CC2=C1C[C@](O2)(C2=CC=CC=C2)CNC(OC(C)(C)C)=O)Cl |o1:25|